tert-butyl(2-amino-5-(4-(4-(methylsulfonyl)piperazin-1-yl)piperidin-1-yl)phenyl)carbamate C(C)(C)(C)OC(NC1=C(C=CC(=C1)N1CCC(CC1)N1CCN(CC1)S(=O)(=O)C)N)=O